2-((4-(6-acetamidopyridin-3-yl)-2-sulfamoyl-3-(1H-tetrazol-5-yl)phenyl)sulfonyl)ethanaminium 2,2,2-trifluoroacetate FC(C(=O)[O-])(F)F.C(C)(=O)NC1=CC=C(C=N1)C1=C(C(=C(C=C1)S(=O)(=O)CC[NH3+])S(N)(=O)=O)C1=NN=NN1